tert-Butyl (6-((2-(6-amino-8-((6-(dimethylamino)benzo[1,3]dioxol-5-yl)thio)-9H-purin-9-yl)ethyl)amino)hexyl)carbamate NC1=C2N=C(N(C2=NC=N1)CCNCCCCCCNC(OC(C)(C)C)=O)SC1=CC2=C(OCO2)C=C1N(C)C